ClC=1C=CC(=C(C1)[C@@H]1[C@H](C1)C(=O)N)C#N |r| rac-(1S*,2S*)-2-(5-chloro-2-cyanophenyl)cyclopropane-1-carboxamide